OC[C@H]1C(CC[C@H]2C(CCC[C@]12C)(C)C)=O (1S,4aS,8aS)-1-(hydroxymethyl)-5,5,8a-trimethyloctahydronaphthalen-2(1H)-one